O1CCN(CC1)C=1C2=C(N=CN1)NC(=C2)C2=CC=C(C=C2)NC=2C=NC(=NC2)N2C1CN(CC2CC1)C(C=C)=O 1-(8-(5-((4-(4-morpholino-7H-pyrrolo[2,3-d]pyrimidin-6-yl)phenyl)amino)pyrimidin-2-yl)-3,8-diazabicyclo[3.2.1]octan-3-yl)prop-2-en-1-one